p-bis(2-methyl-4-aminopentyl)benzene CC(CC1=CC=C(C=C1)CC(CC(C)N)C)CC(C)N